Cl.CC1(OCC(O1)CON1CCCCC1)C ((2,2-dimethyl-1,3-dioxolan-4-yl)methoxy)piperidine hydrochloride